FC(CN[C@@H](CC=1C(=C(N)C=CC1)C)C)(COC)F (R)-3-(2-((2,2-difluoro-3-methoxypropyl)amino)propyl)-2-methylaniline